2-(4-chloro-3-fluorophenoxy)-N-[(3s,6r)-6-[5-(4-chlorophenyl)-1,3,4-oxadiazol-2-yl]-1-ethylpiperidin-3-yl]acetamide di(2-ethylhexyl)peroxydicarbonate (peroxydicarbonate) C(=O)(O)OOC(=O)O.C(C)C(COC(=O)OOC(=O)OCC(CCCC)CC)CCCC.ClC1=C(C=C(OCC(=O)N[C@@H]2CN([C@H](CC2)C=2OC(=NN2)C2=CC=C(C=C2)Cl)CC)C=C1)F